ClC=1C=C(C=CC1)N1N=CC(=C1)[C@H](C(=O)NC1=NNC(=C1)[C@@H]1[C@H](C1)F)C (R)-2-(1-(3-chlorophenyl)-1H-pyrazol-4-yl)-N-(5-((1R,2S)-2-fluorocyclopropyl)-1H-pyrazol-3-yl)propanamide